N-(4-(4,4-difluoropiperidin-1-yl)-6-methylpyrimidin-2-yl)-4-((2-hydroxyethyl)sulfonamido)-2-(7-azaspiro[3.5]nonan-7-yl)benzamide FC1(CCN(CC1)C1=NC(=NC(=C1)C)NC(C1=C(C=C(C=C1)NS(=O)(=O)CCO)N1CCC2(CCC2)CC1)=O)F